[N+](=O)([O-])C=1C=C(C=C(C1)C(F)(F)F)[C@@H](C)NC(=O)C1=NN(C(C=C1)=O)C1=CC(=CC=C1)C=1OC=NN1 N-[(1R)-1-[3-nitro-5-(trifluoromethyl)phenyl]ethyl]-1-[3-(1,3,4-oxadiazol-2-yl)Phenyl]-6-oxo-1,6-dihydropyridazine-3-carboxamide